C(C)OC(CC(C=1C=NC(=CC1)OC)C1(CN(C1)C(=O)OC(C)(C)C)F)=O tert-Butyl 3-(3-ethoxy-1-(6-methoxypyridin-3-yl)-3-oxopropyl)-3-fluoroazetidine-1-carboxylate